The molecule is a sesquiterpenoid with antimicrobial properties. It has a role as an antimicrobial agent. It is a spiro-epoxide, a secondary alcohol and a sesquiterpenoid. CC(=CC[C@@H]1[C@@](O1)(C)[C@H]2[C@@H]([C@@H](CC[C@]23CO3)O)OC)C